Benzyl (5-(6,7-difluoro-4-oxo-3,4-dihydrophthalazin-1-yl)-1H-benzimidazol-2-yl)carbamate FC=1C=C2C(NN=C(C2=CC1F)C1=CC2=C(NC(=N2)NC(OCC2=CC=CC=C2)=O)C=C1)=O